2-Chloro-6-(1-thiophen-2-ylethylamino)-9-(tetrahydrofuran-2-yl)purin ClC1=NC(=C2N=CN(C2=N1)C1OCCC1)NC(C)C=1SC=CC1